C(C)(C)(C)C(C(C(=O)OCC(COC(C(C(C1=CC=CC=C1)C(C)(C)C)(O)C(C)(C)C)=O)(COC(C(C(C1=CC=CC=C1)C(C)(C)C)(O)C(C)(C)C)=O)COC(C(C(C1=CC=CC=C1)C(C)(C)C)(O)C(C)(C)C)=O)(O)C(C)(C)C)C1=CC=CC=C1 pentaerythritol tetrakis(di-t-butylhydroxyhydrocinnamate)